2-(2,6-dioxopiperidin-3-yl)-5-(1-((1-(4-(1-(4-hydroxyphenyl)-2-phenylbut-1-ene-1-yl)phenyl)piperidin-4-yl)methyl)piperidin-4-yl)isoindoline-1,3-dione O=C1NC(CCC1N1C(C2=CC=C(C=C2C1=O)C1CCN(CC1)CC1CCN(CC1)C1=CC=C(C=C1)C(=C(CC)C1=CC=CC=C1)C1=CC=C(C=C1)O)=O)=O